3-bromo-6-methoxy-5-(2-methyl-2H-indazol-5-yl)pyrazin-2-amine BrC=1C(=NC(=C(N1)C1=CC2=CN(N=C2C=C1)C)OC)N